FC(C(=O)[O-])(F)F.[NH4+].NCC1=CC=C(C=C1)/C=C/C(=O)NO (E)-3-(4-(aminomethyl)phenyl)-N-hydroxyacrylamide ammonium trifluoroacetate salt